FC(OC1=NC2=CC(=CC(=C2N=C1)C=1SC(=CN1)C=1C=C(C=CC1F)O)C)F 3-(2-(2-(difluoromethoxy)-7-methylquinoxalin-5-yl)thiazol-5-yl)-4-fluorophenol